Diphenyltin C1(=CC=CC=C1)[Sn]C1=CC=CC=C1